1,2,3-trifluorotoluene FC1(C)C(C(=CC=C1)F)F